C(C)(C)(C)OC(=O)C1C(C1)C=1C=NN(C1)C 2-(1-methyl-1H-pyrazol-4-yl)cyclopropane-1-carboxylic acid tert-butyl ester